O[C@@H]1C[C@H](N(C1)C([C@H](C(C)(C)C)NC(CC1=CC=C(C=C1)CCCC(=O)OC)=O)=O)C(N[C@@H](C)C1=CC=C(C=C1)C1=C(N=CS1)C)=O Methyl 4-(4-(2-(((S)-1-((2S,4R)-4-hydroxy-2-(((S)-1-(4-(4-methylthiazol-5-yl)phenyl)ethyl)carbamoyl)pyrrolidin-1-yl)-3,3-dimethyl-1-oxobutan-2-yl)amino)-2-oxoethyl)phenyl)butanoate